NC1=NC=C(C2=C1C(=C(N2C)C2=CC=C(C=C2)NC(C(=C)F)=O)C2=CC(=C(C(=O)NCC(F)(F)F)C=C2)F)C#CC=O 4-(4-amino-2-{4-[(2-fluoro-1-oxoprop-2-enyl)amino]phenyl}-7-(formylethynyl)-1-methylpyrrolo[3,2-c]pyridin-3-yl)-2-fluoro-N-(2,2,2-trifluoroethyl)benzamide